6-(2-fluoro-4-(7-fluoro-2-methyl-2H-indazol-4-yl)-6-methylbenzyl)-6,7-dihydro-5H-pyrrolo[3,4-b]pyridin-5-one-7,7-d2 FC1=C(CN2C(C3=NC=CC=C3C2=O)([2H])[2H])C(=CC(=C1)C=1C2=CN(N=C2C(=CC1)F)C)C